NC1=C(C(=NC(=C1F)C1=CC=C(C=C1)Cl)C(=O)O)Cl 4-amino-3-chloro-6-(4-chloro-phenyl)-5-fluoro-pyridine-2-carboxylic acid